C(CCCC=CCC=CCCCCC)O tetradeca-5,8-dien-1-ol